CC(C)NC(O[C@H]1C[C@H](CC1)C1=CC(=NN1)NC(CC=1SC(=CN1)OC)=O)=O (1R,3S)-3-(3-{[(5-meth-oxy-1,3-thiazol-2-yl)acetyl]amino}-1H-pyrazol-5-yl)cyclopentyl propan-2-ylcarbamate